Triethyl-triethylAmmonium C(C)C(C[NH+](CC)CC)(CC)CC